FC1=C(C=CC=C1C(C)(C)O)C(C)=O 1-(2-fluoro-3-(2-hydroxypropan-2-yl)phenyl)ethan-1-one